6-(5-(5-chlorothiophen-2-yl)isoxazole-3-carboxamido)hexyl 5-((3aS,4S,6aR)-2-oxohexahydro-1H-thieno[3,4-d]imidazol-4-yl)pentanoate O=C1N[C@H]2[C@@H](N1)CS[C@H]2CCCCC(=O)OCCCCCCNC(=O)C2=NOC(=C2)C=2SC(=CC2)Cl